FC(C1=NC(=CC=C1OC[C@](CC(C)C)(N)C)C1=CN=NC(=C1)C)F (S)-1-((2-(difluoromethyl)-6-(6-methylpyridazin-4-yl)pyridin-3-yl)oxy)-2,4-dimethyl-pentan-2-amine